C(C)(C)(C)OC(=O)N1C[C@H](N(CC1)C1=NC=C(C=N1)C(=C)C1=CC=C(C=C1)F)CO (S)-4-(5-(1-(4-fluorophenyl)vinyl)pyrimidin-2-yl)-3-(hydroxymethyl)piperazine-1-carboxylic acid tert-butyl ester